ClC=1C(=C(C=CC1)NS(=O)(=O)C1=CC=C(C=C1)S(=O)(=O)N(C)C)N1C(CCCC1)CC N1-(3-chloro-2-(2-ethylpiperidin-1-yl)phenyl)-N4,N4-dimethylbenzene-1,4-disulfonamide